FC1=NN2C(N=CC3=C2C(CC3C(=O)O)(C3=CC=NN3C)C)=C1 2-fluoro-8-methyl-8-(1-methyl-1H-pyrazol-5-yl)-7,8-dihydro-6H-cyclopenta[e]pyrazolo[1,5-a]pyrimidine-6-carboxylic acid